3-isobutyl-thiazolidine-2,4-dione C(C(C)C)N1C(SCC1=O)=O